4-amino-3-cyano-1-(4-((5-fluoro-2-methoxybenzamido)methyl)phenyl)-1H-pyrazole-5-carboxylate NC=1C(=NN(C1C(=O)[O-])C1=CC=C(C=C1)CNC(C1=C(C=CC(=C1)F)OC)=O)C#N